ClC1=NC(=CC(=C1)C1=C(N=C(S1)NC(=O)N1C[C@@H](NCC1)C(C)(C)O)C1=CC(=CC=C1)C#N)C (3R)-N-[5-(2-chloro-6-methyl-4-pyridinyl)-4-(3-cyanophenyl)thiazol-2-yl]-3-(1-hydroxy-1-methyl-ethyl)piperazine-1-carboxamide